(R)-4-((3-aminopiperidin-1-yl)methyl)-N-(4-(4-(4-cyclopropylpiperazin-1-yl)-7H-pyrrolo[2,3-d]pyrimidin-6-yl)phenyl)picolinamide N[C@H]1CN(CCC1)CC1=CC(=NC=C1)C(=O)NC1=CC=C(C=C1)C1=CC2=C(N=CN=C2N2CCN(CC2)C2CC2)N1